O=C1N(CCC2=CC=CC=C12)C(C(=O)O)C 2-(1-oxo-3,4-dihydroisoquinolin-2(1H)-yl)propanoic acid